5-(aminomethyl)-1H-pyrrolo[2,3-b]pyridine NCC=1C=C2C(=NC1)NC=C2